CCCCCCCCCCCCCCCCCCCCCCCCCC(=O)CC(=O)SCCNC(=O)CCNC(=O)[C@@H](C(C)(C)COP(=O)([O-])OP(=O)([O-])OC[C@@H]1[C@H]([C@H]([C@@H](O1)N2C=NC3=C(N=CN=C32)N)O)OP(=O)([O-])[O-])O The molecule is a 3-oxo-fatty acyl-CoA(4-) arising from deprotonation of the phosphate and diphosphate functions of 3-oxo-octacosanoyl-CoA (3-oxomontanoyl-CoA). It is a 3-oxo-fatty acyl-CoA(4-), an 11,12-saturated fatty acyl-CoA(4-) and a very long-chain 3-oxoacyl-CoA(4-). It is a conjugate base of a 3-oxo-octacosanoyl-CoA.